C(C(C)C)N1C2=C(N(C=C1)C1CCN(CC1)CC1=CC=C(C=C1)OC(F)(F)F)N=CC=C2 Isobutyl-4-(1-(4-(trifluoromethoxy)benzyl)piperidin-4-yl)-1,4-dihydropyrido[2,3-b]pyrazine